FC1=C(C=C(C=C1)OC)N1C=C(C=CC1=O)C(=O)N 1-(2-fluoro-5-methoxyphenyl)-6-oxo-pyridine-3-carboxamide